tert-butyl 2-bromo-5,7-dihydro-6H-pyrrolo[3,4-b]pyridine-6-carboxylate BrC1=CC=C2C(=N1)CN(C2)C(=O)OC(C)(C)C